C(C1=CC=CC=C1)C=1N(C=2C(=C3CC[C@@H](N(C3=CC2)C(=O)OC)C)N1)[C@H]1CS(CCC1)(=O)=O methyl (S)-2-benzyl-3-((R)-1,1-dioxidotetrahydro-2H-thiopyran-3-yl)-7-methyl-3,7,8,9-tetrahydro-6H-imidazo[4,5-f]quinoline-6-carboxylate